(E)-1-(5-(6-chloro-3-(1H-imidazol-1-yl)-5-methoxy-1-methyl-1H-pyrrolo[3,2-b]pyridin-2-yl)-1H-1,2,4-triazol-3-yl)ethan-1-one O-methyl oxime CO\N=C(/C)\C1=NNC(=N1)C1=C(C2=NC(=C(C=C2N1C)Cl)OC)N1C=NC=C1